1-(2-{[tert-butyl(dimethyl)silyl]oxy}ethyl)-3-(2,6-difluoro-3,5-dimethoxyphenyl)-7-(phenylsulfonyl)-1,3,4,7-tetrahydro-2H-pyrrolo[3',2':5,6]pyrido[4,3-d]pyrimidin-2-one [Si](C)(C)(C(C)(C)C)OCCN1C(N(CC2=C1C1=C(N=C2)N(C=C1)S(=O)(=O)C1=CC=CC=C1)C1=C(C(=CC(=C1F)OC)OC)F)=O